3-fluoro-N-[(1r,3s)-3-{[6-fluoro-2-(trifluoromethyl)quinolin-4-yl]amino}cyclohexyl]benzamide FC=1C=C(C(=O)N[C@H]2C[C@H](CCC2)NC2=CC(=NC3=CC=C(C=C23)F)C(F)(F)F)C=CC1